5-(2-hydroxypropan-2-yl)picolinamide OC(C)(C)C=1C=CC(=NC1)C(=O)N